C(CCC)N1C(CCCC1)C(=O)NC1=C(C=CC=C1C)C (-)-1-butyl-N-(2,6-dimethylphenyl)-2-piperidinecarboxamide